CNC(C(=O)NCCN(C=1C(=NC=CN1)C(=O)N)C1=CC=CC=C1)=C 3-(2-(2-(methylamino)acrylamido)ethylphenylamino)pyrazine-2-carboxamide